CC=1C=C(C=CC1NC(C)CC(C)C)NC1=CC=C(C=C1)O 4-({3-methyl-4-[(4-methylpentan-2-yl)amino]phenyl}amino)phenol